6-(2-chloro-3,5-dimethoxyphenyl)-2-(methylthio)-N-(tetrahydro-2H-pyran-4-yl)pyrido[3,4-d]pyrimidine-8-amine ClC1=C(C=C(C=C1OC)OC)C1=CC2=C(N=C(N=C2)SC)C(=N1)NC1CCOCC1